N-[7-methoxy-4-(oxan-4-yl)-1H-1,3-benzodiazol-2-yl]-2-methyl-1,3-thiazole-5-carboxamide COC1=CC=C(C2=C1NC(=N2)NC(=O)C2=CN=C(S2)C)C2CCOCC2